5-[4-(2-fluoro-4-methylsulfonylphenyl)-2-methylpiperazine-1-carbonyl]-6-methyl-N-(1-methylcyclopropyl)furo[2,3-d]pyrimidin-4-amine FC1=C(C=CC(=C1)S(=O)(=O)C)N1CC(N(CC1)C(=O)C1=C(OC=2N=CN=C(C21)NC2(CC2)C)C)C